5-[(5-{3-[(3-Methylazetidin-3-yl)methoxy]-1,5-naphthyridin-4-yl}-1H-pyrazol-3-yl)amino]pyrazine-2-carbonitrile CC1(CNC1)COC=1C=NC2=CC=CN=C2C1C1=CC(=NN1)NC=1N=CC(=NC1)C#N